Alpha-toluenesulfonylethyleneDiamine Hydrochloric Acid Salt Cl.C(C1=CC=CC=C1)S(=O)(=O)NCCN